C[C@@H](CC)NC(O[C@H]1C[C@H](CC1)C1=CC(=NN1)NC(CC1=NN(C=C1)C)=O)=O (1R,3S)-3-(3-{[(1-methyl-1H-pyrazol-3-yl)acetyl]amino}-1H-pyrazol-5-yl)cyclopentyl (2S)-butan-2-ylcarbamate